ClC=1C=C(C=CC1C)NC(OCC=1C(=C2CN(C(C2=CC1)=O)C1C(NC(CC1)=O)=O)O)=O (2-(2,6-dioxopiperidin-3-yl)-4-hydroxy-1-oxoisoindolin-5-yl)methyl (3-chloro-4-methylphenyl)carbamate